C(C1=CC=CC=C1)OCC1CN(C(C=2N1N=CC2C)=O)C2=C(C=C(C=C2)C2=NC1=CC=C(C=C1C=N2)C(F)(F)F)C 7-((benzyloxy)methyl)-3-methyl-5-(2-methyl-4-(6-(trifluoromethyl)-quinazolin-2-yl)phenyl)-6,7-dihydropyrazolo[1,5-a]pyrazin-4(5H)-one